C(C)(C)(C)OC(NCCC1=CC=C(C=C1)C1=NN(C=N1)C)=O 4-(1-methyl-1H-1,2,4-triazol-3-yl)phenethylcarbamic acid tert-butyl ester